ClC=1C=CC(=NC1)[C@@H](N)C1CCC1 (S)-(5-chloro-2-pyridyl)-cyclobutyl-methanamine